NC=1N=NC(=CC1N1CC2CCC(C1)N2C2=CC(=NC=C2)CCCN2CCN(CC2)C(=O)OCC2=CC=CC=C2)Cl Benzyl 4-(3-[4-[3-(3-amino-6-chloropyridazin-4-yl)-3,8-diazabicyclo[3.2.1]octan-8-yl]pyridin-2-yl]propyl)piperazine-1-carboxylate